NCC1(C=2C=CC(=NC2CCC1)C1=CC=CC=C1)O 5-(aminomethyl)-2-phenyl-5,6,7,8-tetrahydroquinolin-5-ol